The molecule is a member of the class of xanthones that is methyl (1S)-2,9-dihydro-1H-xanthene-1-carboxylate substituted by hydroxy groups at positions 2 and 8, a hydroxymethyl group at position 6 and an oxo group at position 9. It has been isolated from the sea fan derived fungus Aspergillus sydowii. It has a role as an Aspergillus metabolite and an antioxidant. It is a member of xanthones, a member of phenols, an aromatic primary alcohol, a methyl ester and a secondary alcohol. COC(=O)[C@H]1[C@@H](C=CC2=C1C(=O)C3=C(C=C(C=C3O2)CO)O)O